OC1=C(C=CC(=C1)O)C=CC=CC1=CC=C(C=C1)O 1-(2',4'-dihydroxyphenyl)-4-(4'-hydroxyphenyl)-1,3-butadiene